N-(3-methoxypyridin-2-yl)azetidine-3-carboxamide COC=1C(=NC=CC1)NC(=O)C1CNC1